D-1-acetyl-lysergic acid diethylamide C(C)N(C(=O)[C@H]1CN(C)[C@@H]2CC3=CN(C4=CC=CC(C2=C1)=C34)C(C)=O)CC